C(C)(C)(C)OC(=O)N1CCC(CC1)OCC(=O)O 2-((1-(t-butoxycarbonyl)piperidin-4-yl)oxy)acetic acid